2-[2-(aminomethyl)-3,3-difluoro-allyl]-4-(4-bromo-3-fluoro-phenyl)-1,2,4-triazol-3-one NCC(CN1N=CN(C1=O)C1=CC(=C(C=C1)Br)F)=C(F)F